ClC=1C(=NC=CC1)N1N=C(C=C1)O 2-(3-chloropyridine-2-yl)-5-hydroxypyrazole